FC1(CCN(CC1)C=1C2=C(N=CN1)N(C(=C2)C2=CC=C(C=C2)NC(=O)C2(CCN(CC2)C(=O)OC(C)(C)C)O)COCC[Si](C)(C)C)F tert-butyl 4-((4-(4-(4,4-difluoropiperidin-1-yl)-7-((2-(trimethylsilyl)ethoxy)methyl)-7H-pyrrolo[2,3-d]pyrimidin-6-yl)phenyl)carbamoyl)-4-hydroxypiperidine-1-carboxylate